ClC=1C=C2CCN(CC2=C(C1)[C@H]1N(CCC1)C(=O)OC(C)(C)C)C(=O)C1=NC=NC(=C1)C tert-butyl (S)-2-(6-chloro-2-(6-methylpyrimidine-4-carbonyl)-1,2,3,4-tetrahydroisoquinolin-8-yl)pyrrolidine-1-carboxylate